C(C)(C)(C)OC(=O)N1CC(C1)OCC(C(=O)O)C(C)C 2-[(1-tert-Butoxycarbonyl-azetidin-3-yl)oxymethyl]-3-methyl-butanoic acid